N,N-Dimethyldodecan-1-amine oxide C[N+](CCCCCCCCCCCC)(C)[O-]